methoxy-ethyl cyanoacrylate C(#N)C(C(=O)OCCOC)=C